COC=1C=C(C=CC1OCCCOC(C(C)(OC1=CC=C(C=C1)C)C)=O)/C=C/C(=O)O (E)-3-(3-methoxy-4-(3-((2-methyl-2-(p-tolyloxy)propionyl)oxy)propoxy)phenyl)acrylic acid